N[C@@H]([C@@H](C(=O)O)O)CCC (2s,3R)-3-AMINO-2-HYDROXYHEXANOIC ACID